CC1=C(C=C(C(=C1C)C)C)N 2,3,4,5-tetramethylbenzeneamine